FC1(CCC(CC1)[C@@H](C(=O)NC=1C(=NN(C1)C(CC)C1=NOC=C1CC(F)(F)F)F)NC(=O)C=1N(N=CC1)C(C)C)F N-[(1S)-1-(4,4-difluorocyclohexyl)-2-[[3-fluoro-1-[1-[4-(2,2,2-trifluoro-ethyl)isoxazol-3-yl]propyl]pyrazol-4-yl]amino]-2-oxo-ethyl]-2-isopropyl-pyrazole-3-carboxamide